4-chloro-2-(hydroxymethyl)-2,3-dihydro-1H-inden-5-ol ClC1=C2CC(CC2=CC=C1O)CO